argininosuccinic acid disodium salt hydrate O.[Na+].[Na+].N([C@@H](CCCNC(N)=N)C(=O)[O-])C(C(=O)[O-])CC(=O)O